(1R,9R,11R)-9-Methyl-11-prop-1-en-2-yl-5-propyl-8-oxatricyclo[7.2.2.02,7]trideca-2,4,6-trien-3-ol C[C@]12OC3=CC(=CC(=C3[C@@H]([C@@H](C1)C(=C)C)CC2)O)CCC